O=C1C=C(N=C2N1C=CC=C2)C(=O)NCC=2N=C1N(C=C(C=C1)CN[C@@H](C)C1=CC=CC=C1)C2 4-oxo-N-{[6-({[(1S)-1-phenylethyl]amino}methyl)imidazo[1,2-a]pyridin-2-yl]methyl}-4H-pyrido[1,2-a]pyrimidine-2-carboxamide